NC1=C2C(=C3C(=N1)C=C(N3COCC[Si](C)(C)C)C(=O)N(C3COCC1=NC(=CC=C13)C(F)(F)F)C)COC2 5-amino-N-methyl-N-(2-(trifluoromethyl)-5,8-dihydro-6H-pyrano[3,4-b]pyridin-5-yl)-1-((2-(trimethylsilyl)ethoxy)methyl)-6,8-dihydro-1H-furo[3,4-d]pyrrolo[3,2-b]pyridine-2-carboxamide